(4-(6,7-dimethoxy-4-oxo-3,4-dihydro-phthalazin-1-yl)-2-(trifluoromethyl)benzyl)sulfonamide hydrochloride Cl.COC=1C=C2C(NN=C(C2=CC1OC)C1=CC(=C(CS(=O)(=O)N)C=C1)C(F)(F)F)=O